4-(1-(2-(3-(trifluoromethyl)benzyl)-4,7-dihydro-5H-thieno[2,3-c]pyran-3-carboxamido)cyclopropyl)benzoic acid FC(C=1C=C(CC2=C(C3=C(COCC3)S2)C(=O)NC2(CC2)C2=CC=C(C(=O)O)C=C2)C=CC1)(F)F